2-(4,6-dihydropyrrolo[3,4-c]pyrazol-5(1H)-yl)-4-[(1S,4R)-5-(3-fluorophenyl)-2,5-diazabicyclo[2.2.1]hept-2-yl]pyrimidine-5-carbonitrile N1N=CC2=C1CN(C2)C2=NC=C(C(=N2)N2[C@@H]1CN([C@@H](C2)C1)C1=CC(=CC=C1)F)C#N